C(C)(C)(C)OC(=O)N([C@@H](CC(C)C)C(=O)N[C@H](C(CCl)=O)C[C@H]1C(NCC1)=O)C N2-(tert-butoxycarbonyl)-N1-((1S)-3-chloro-2-oxo-1-{[(3S)-2-oxopyrrolidin-3-yl]methyl}propyl)-N2-methyl-L-leucinamide